CC1=NC(=NC(=C1)C)O[C@H](C(=O)O)C(C1=CC=CC=C1)(C1=CC=CC=C1)OC (+)-(2S)-2-(4,6-dimethylpyrimidin-2-yl)oxy-3-methoxy-3,3-diphenylpropanoic acid